C[Si](C(CCC=C)O)(C)C 1-(trimethylsilyl)-4-penten-1-ol